C(C1=CC=CC=C1)(=O)C1(O)[C@]([C@H](O[Si](C)(C)C(C)(C)C)[C@H](O1)CO[Si](C)(C)C(C)(C)C)(F)Br (2R)-1-benzoyl-2-deoxy-2-bromo-2-fluoro-3,5-di-O-(tert-butyldimethylsilyl)-D-ribofuranose